6-Bromo-7-(2-chloro-5-fluorophenyl)-8-(4-methoxybenzyl)-4-((4-methylbenzyl)amino)-7,8-dihydro-9H-pyrrolo[3,4-H]quinolin-9-one BrC=1C=C2C(=CC=NC2=C2C1C(N(C2=O)CC2=CC=C(C=C2)OC)C2=C(C=CC(=C2)F)Cl)NCC2=CC=C(C=C2)C